4-[(E)-2-(tributylstannyl)vinyl]piperidine-1-carboxylic acid tert-butyl ester C(C)(C)(C)OC(=O)N1CCC(CC1)\C=C\[Sn](CCCC)(CCCC)CCCC